NC1=NC=NN2C1=C(C(=N2)C2=C(C=C(C=C2)NC(C(=C)F)=O)OC)C2=CC(=C(C(=O)NC1(CC1)C(F)(F)F)C=C2)OC 4-(4-amino-6-(4-(2-fluoroacrylamido)-2-methoxyphenyl)pyrazolo[5,1-f][1,2,4]triazin-5-yl)-2-methoxy-N-(1-(trifluoromethyl)cyclopropyl)benzamide